tert-Butyl 4-[7-(2,7-dimethylindazol-5-yl)-1,2,4-benzotriazin-3-yl]piperidine-1-carboxylate CN1N=C2C(=CC(=CC2=C1)C1=CC2=C(N=C(N=N2)C2CCN(CC2)C(=O)OC(C)(C)C)C=C1)C